C1(CCCCC1)C1=CC=C(CNC(=O)C2=CC(=NC3=CC(=CC=C23)O)C2=CC=CC=C2)C=C1 N-(4-cyclohexylbenzyl)-7-hydroxy-2-phenylquinoline-4-carboxamide